N-(1-(5-fluoro-1-neopentyl-6-(4,4,5,5-tetramethyl-1,3,2-dioxaborolan-2-yl)-1H-indol-3-yl)ethyl)cyclopropanesulfonamide FC=1C=C2C(=CN(C2=CC1B1OC(C(O1)(C)C)(C)C)CC(C)(C)C)C(C)NS(=O)(=O)C1CC1